NC1=CC(=C2C(NCCCCC(C3=NN=C(C1=N2)O3)(C(F)(F)F)O)=O)C(F)(F)F 16-amino-6-hydroxy-6,14-bis(trifluoromethyl)-18-oxa-3,4,11,17-tetrazatricyclo[11.3.1.12,5]octadeca-1(17),2,4,13,15-pentaen-12-one